4-((R)-4-acryloyl-3-methylpiperazin-1-yl)-7-(2-amino-3,5-dichloro-6-fluorophenyl)-6-chloro-1-(4,6-diisopropylpyrimidin-5-yl)-2-oxo-1,2-dihydro-1,8-naphthyridine-3-carbonitrile C(C=C)(=O)N1[C@@H](CN(CC1)C1=C(C(N(C2=NC(=C(C=C12)Cl)C1=C(C(=CC(=C1F)Cl)Cl)N)C=1C(=NC=NC1C(C)C)C(C)C)=O)C#N)C